N-(2,1,3-benzoxadiazol-5-yl)-6-chloro-1H-indole-3-sulfonamide N=1ON=C2C1C=CC(=C2)NS(=O)(=O)C2=CNC1=CC(=CC=C21)Cl